1-(3,5-diacetoxyphenyl)ethanol C(C)(=O)OC=1C=C(C=C(C1)OC(C)=O)C(C)O